Ethyl (2R)-2-{[(1,2,3,5,6,7-hexahydro-s-indacen-4-yl)-carbamoyl]oxy}-3-(5-methyl-1H-1,2,4-triazol-1-yl)-propanoate C1CCC2=C(C=3CCCC3C=C12)NC(=O)O[C@@H](C(=O)OCC)CN1N=CN=C1C